N-phenyl-3,4-dihydro-2H-benzo[b][1,4]oxazine-2-carboxamide C1(=CC=CC=C1)NC(=O)C1CNC2=C(O1)C=CC=C2